NC1=CC(=C(OC2=CC(=C(C=C2)O)C(=C)C)C(=C1)C)C 4-(4-Amino-2,6-dimethylphenoxy)-2-(isopropenyl)phenol